CN1N=NN=C1NC(C1=C(N=C(C=C1)N1N=C(C=C1C)C(F)(F)F)C(F)(F)F)=O N-(1-methyl-1H-tetrazol-5-yl)-6-(5-methyl-3-(trifluoromethyl)-1H-pyrazol-1-yl)-2-(trifluoromethyl)nicotinamide